tert-butyl N-[6-methoxy-5-(4,4,5,5-tetramethyl-1,3,2-dioxaborolan-2-yl)pyridin-3-yl]carbamate COC1=C(C=C(C=N1)NC(OC(C)(C)C)=O)B1OC(C(O1)(C)C)(C)C